FC=1C=C(C=CC1F)N1C(CCCC12CCN(CC2)C2=NC(=NC(=C2)N2N=CC=C2)OC)=O 1-(3,4-difluorophenyl)-9-(2-methoxy-6-(1H-pyrazol-1-yl)pyrimidin-4-yl)-1,9-diazaspiro[5.5]undecan-2-one